N-((1S,3R)-3-((2'-(benzyloxy)-3',4',6-trifluoro-[1,1'-biphenyl]-3-yl)methyl)-3-(4-(chloromethyl)oxazol-2-yl)cyclopentyl)ethanesulfonamide C(C1=CC=CC=C1)OC1=C(C=CC(=C1F)F)C1=CC(=CC=C1F)C[C@]1(C[C@H](CC1)NS(=O)(=O)CC)C=1OC=C(N1)CCl